Aluminium L-lactate C([C@@H](O)C)(=O)[O-].[Al+3].C([C@@H](O)C)(=O)[O-].C([C@@H](O)C)(=O)[O-]